3-[trans-4-[3-(difluoromethoxy)-1-[(4-methoxyphenyl)methyl]pyrazolo[3,4-b]pyridin-5-yl]oxycyclohexyl]-1-[5-(trifluoromethyl)-3-pyridyl]imidazolidine-2,4-dione FC(OC1=NN(C2=NC=C(C=C21)O[C@@H]2CC[C@H](CC2)N2C(N(CC2=O)C=2C=NC=C(C2)C(F)(F)F)=O)CC2=CC=C(C=C2)OC)F